1,4-dibromo-6-chloronaphthalene BrC1=CC=C(C2=CC(=CC=C12)Cl)Br